NCCCNC1=CC=C(C=C1)C(C(=O)N[C@@H](C(=O)NCC1=CC=C(C=C1)O)CCCN\C(=N/C(NCCNC(CC)=O)=O)\N)C1=CC=CC=C1 (2R)-2-(2-(4-((3-amino-propyl)amino)phenyl)-2-phenylacetamido)-N-(4-hydroxybenzyl)-5-((Z)-2-((2-propionamido-ethyl)carbamoyl)guanidino)pentanamide